[I-].C[N+]1=CC(C2=CC=CC=C12)(C)C 1,3,3-trimethyl-3H-indolium iodide